6,7-dichloro-3-(3-piperidylmethyl)-4,9-dihydro-1H-pyrrolo[3,2-h][2,1,3]benzothiadiazine 2,2-dioxide ClC=1C2=C(C3=C(CN(S(N3)(=O)=O)CC3CNCCC3)C1)NC=C2Cl